CC1(C=CC(C1)CC(=O)OC)C methyl (4,4-dimethyl-2-cyclopentenyl)acetate